(R)-1-(benzyloxy)-2-propylamine C(C1=CC=CC=C1)OC[C@@H](C)N